OC(C(=O)N1CC2=C(CCC1)N=C(NC2=O)C2(CC2)C2=CC=CC=C2)(C)C2=CC(=CC=C2)C(F)(F)F 6-(2-hydroxy-2-(3-(trifluoromethyl)phenyl)propionyl)-2-(1-phenylcyclopropyl)-3,5,6,7,8,9-hexahydro-4H-pyrimido[5,4-c]azepin-4-one